Cl.COC(=O)C1=CSC=C1C 4-methylthiophene-3-carboxylic acid methyl ester hydrochloride